1-(4-methoxybenzene-1-sulfonyl)-N-[(5-methylpyrimidin-2-yl)methyl]-1H-pyrazole-3-carboxamide COC1=CC=C(C=C1)S(=O)(=O)N1N=C(C=C1)C(=O)NCC1=NC=C(C=N1)C